C1C=CN=C2C1C=CC3C2=NC=C(C3=O)C(=O)O 4,4alpha-dihydro-4-oxo-1,10-phenanthroline-3-carboxylic acid